4-(benzo[b]thiophen-3-yl)-N-(2-bromo-4-fluoro-5-nitrophenyl)pyrimidin-2-amine S1C2=C(C(=C1)C1=NC(=NC=C1)NC1=C(C=C(C(=C1)[N+](=O)[O-])F)Br)C=CC=C2